Cl.CN1N=C2C(=CC(=CC2=C1)C=1N=C2SC(=NN2C1)C1CCNCC1)C#N 2-methyl-5-[2-(piperidin-4-yl)imidazo[2,1-b][1,3,4]thiadiazol-6-yl]-2H-indazole-7-carbonitrile hydrochloride